NC1(CCN(CC1)C1=CC=C(C=N1)C=1C=2N(C=C(C1)OCC(C)(C)O)N=CC2C#N)CC=2C=NC(=CC2)OC 4-(6-(4-Amino-4-((6-methoxypyridin-3-yl)methyl)piperidin-1-yl)pyridin-3-yl)-6-(2-hydroxy-2-methylpropoxy)pyrazolo[1,5-a]pyridine-3-carbonitrile